C(C=C)(=O)N1C[C@@H](N(CC1)C1COC1)C1=CC(=NC(=C1)Cl)C1=CC(=NC=C1)C(=O)NC (S)-4-(4-acryloyl-1-(oxetan-3-yl)piperazin-2-yl)-6-chloro-N-methyl-[2,4'-bipyridine]-2'-carboxamide